O=C1NCCC1CC1=CC=C(N=N1)NC(OC(C)(C)C)=O tert-butyl (6-((2-oxopyrrolidin-3-yl)methyl)pyridazin-3-yl)carbamate